CC=1N=NN(N1)C1=C(C#N)C=CC=C1 (5-methyl-2H-tetrazol-2-yl)benzonitrile